3-dioxolane C1C=COO1